di(phenylphenyl) carbonate C(OC1=C(C=CC=C1)C1=CC=CC=C1)(OC1=C(C=CC=C1)C1=CC=CC=C1)=O